Heptadecan-9-yl ((((2R,3S,5R)-5-(6-amino-2-fluoro-9H-purin-9-yl)-2-ethynyl-3-hydroxytetra-hydrofuran-2-yl)methoxy)-(phenoxy)phosphoryl)-L-alaninate NC1=C2N=CN(C2=NC(=N1)F)[C@H]1C[C@@H]([C@@](O1)(C#C)COP(=O)(OC1=CC=CC=C1)N[C@@H](C)C(=O)OC(CCCCCCCC)CCCCCCCC)O